ClC1=CC(=C(C=C1)C1(OC2=C(O1)C=CC=C2C2=CC(=C(CC1=NC3=C(N1CC1=NN=CN1CC)C=C(C=C3)C(=O)O)C(=C2)F)F)C)F 2-(4-(2-(4-chloro-2-fluorophenyl)-2-methylbenzo[d][1,3]dioxol-4-yl)-2,6-difluorobenzyl)-1-((4-ethyl-4H-1,2,4-triazol-3-yl)methyl)-1H-benzo[d]imidazole-6-carboxylic acid